(R)-4-amino-5-isopropyl-5,6-dihydropyridin-2(1H)-one NC1=CC(NC[C@H]1C(C)C)=O